N-(5-((4-(2-(2-(2-((2-(2,6-dioxopiperidin-3-yl)-1,3-dioxoisoindolin-5-yl)oxy)ethoxy)ethoxy)eth-yl)piperazin-1-yl)methyl)-1-phenyl-1H-benzo[d]imidazol-2-yl)-3-(trifluoromethyl)benzamide O=C1NC(CCC1N1C(C2=CC=C(C=C2C1=O)OCCOCCOCCN1CCN(CC1)CC1=CC2=C(N(C(=N2)NC(C2=CC(=CC=C2)C(F)(F)F)=O)C2=CC=CC=C2)C=C1)=O)=O